1-[6-(2-hydroxyphenyl)pyridazin-4-yl]-4-phenoxypiperidine-4-carboxylic acid OC1=C(C=CC=C1)C1=CC(=CN=N1)N1CCC(CC1)(C(=O)O)OC1=CC=CC=C1